3-Bromo-6-chloro-9,9-diphenyl-9H-fluorene BrC=1C=CC=2C(C3=CC=C(C=C3C2C1)Cl)(C1=CC=CC=C1)C1=CC=CC=C1